benzyl (1-(3-(1-(4-(2,6-bis(benzyloxy)pyridin-3-yl)phenyl)piperidin-4-yl)propanoyl)piperidin-4-yl)carbamate C(C1=CC=CC=C1)OC1=NC(=CC=C1C1=CC=C(C=C1)N1CCC(CC1)CCC(=O)N1CCC(CC1)NC(OCC1=CC=CC=C1)=O)OCC1=CC=CC=C1